C(OC1=C(C=CC=C1)CCCCC)(OC1=C(C=CC=C1)CCCCC)=O di(pentylphenyl) carbonate